(3R)-3-(2-(4-ethyl-2,3-dioxopiperazine-1-carboxamido)-2-(4-(phosphonomethyl)phenyl)acetamido)-2-hydroxy-3,4-dihydro-2H-benzo[e][1,2]oxaborinine-8-carboxylic acid C(C)N1C(C(N(CC1)C(=O)NC(C(=O)N[C@@H]1B(OC2=C(C1)C=CC=C2C(=O)O)O)C2=CC=C(C=C2)CP(=O)(O)O)=O)=O